3-chloro-4-[(3,5-difluoropyridin-2-yl)methoxy]-1-{1-[2-(2-hydroxypropan-2-yl)pyrimidin-4-yl]-3-methylpyrazol-4-yl}-6-methylpyridin-2-one ClC=1C(N(C(=CC1OCC1=NC=C(C=C1F)F)C)C=1C(=NN(C1)C1=NC(=NC=C1)C(C)(C)O)C)=O